BrC1=CC=C(CC=2NC=C(N2)C2=CC(=CC=C2)Br)C=C1 2-(4-Bromobenzyl)-4-(3-bromophenyl)imidazole